OC(C(=O)OCC1=CC=CC=C1)CCC(=O)OCC1=CC=CC=C1 dibenzyl 2-hydroxypentanedioate